C(C1=CC=CC=C1)(=O)C=1C=C(C=CC1)C(C(=O)O)C 2-(3-Benzoylphenyl)propanoic acid